trifluoro-3-[5-(cyclopropylmethoxy)pyridin-3-amido]-4-ethylbenzoic acid FC1=C(C(=C(C(=C1C(=O)O)F)NC(=O)C=1C=NC=C(C1)OCC1CC1)CC)F